(4-(2'-amino-5-(dimethylcarbamoyl)-[2,3'-bipyridine]-5'-yl)-1H-pyrrolo[2,3-b]pyridine-2-carbonyl)glycine NC1=NC=C(C=C1C1=NC=C(C=C1)C(N(C)C)=O)C1=C2C(=NC=C1)NC(=C2)C(=O)NCC(=O)O